2-((S)-1-acryloyl-4-(6-fluoro-7-(8-chloronaphthalen-1-yl)-2-(((S)-1-methylpyrrolidin-2-yl)methoxy)quinazolin-4-yl)piperazin-2-yl)acetonitrile C(C=C)(=O)N1[C@H](CN(CC1)C1=NC(=NC2=CC(=C(C=C12)F)C1=CC=CC2=CC=CC(=C12)Cl)OC[C@H]1N(CCC1)C)CC#N